4-(8-(3,6-dihydro-2H-pyran-4-yl)-9-methyl-2-(3-(pyridin-3-yl)-1H-pyrazol-1-yl)-9H-purin-6-yl)morpholine O1CCC(=CC1)C=1N(C2=NC(=NC(=C2N1)N1CCOCC1)N1N=C(C=C1)C=1C=NC=CC1)C